COC1=CC=C2C=C(C(OC2=C1)=O)CC(=O)O 7-methoxycoumarin-3-acetic acid